NC=1OC2=C(C=NC=C2N2C[C@@H](O[C@H](C2)C)C(=O)N2[C@H](C3=C(C=C(C=C3CC2)Cl)Cl)C)N1 ((2R,6S)-4-(2-aminooxazolo[4,5-c]pyridin-7-yl)-6-methylmorpholin-2-yl)((S)-6,8-dichloro-1-methyl-3,4-dihydroisoquinolin-2(1H)-yl)methanone